C(C=C)C1=C(OC2=C(C(=C(OP3(NP=NP=N3)(OC3=CC=CC=C3)OC3=CC=CC=C3)C=C2)OC2=C(C=CC=C2)CC=C)OC2=C(C=CC=C2)CC=C)C=CC=C1 tri(2-allylphenoxy)triphenoxycyclotriphosphazeneN